C1C(CC12CNCC2)NC2=NC=C(C=N2)C(=O)NC 2-(6-azaspiro[3.4]octan-2-ylamino)-N-methyl-pyrimidine-5-carboxamide